1-methylethyl methacrylate (2-hydroxy-1-methylethyl methacrylate) OCC(C)C=C(C(=O)O)C.C(C(=C)C)(=O)OC(C)C